[In].[Cu].[Sn] tin-copper-indium